4,4'-(furan-2-ylmethylene)bis(N-isopropylaniline) O1C(=CC=C1)C(C1=CC=C(NC(C)C)C=C1)C1=CC=C(NC(C)C)C=C1